O(C1=CC=CC=C1)OOC1=CC=CC=C1 BIS-PHENOXYETHER